CC(=CCOC1=C(C=CC=C1)B(O)O)C (2-[(3-METHYLBUT-2-EN-1-YL)OXY]PHENYL)BORANEDIOL